prop-2-enoyl-piperazine C(C=C)(=O)N1CCNCC1